triphenylsulfonium 2-isopropyl-5-methyl-4-(2,4,6-trinorbornyl-benzenesulfonyloxy)benzenesulfonate C(C)(C)C1=C(C=C(C(=C1)OS(=O)(=O)C1=C(C=C(C=C1C12CCC(CC1)C2)C21CCC(CC2)C1)C12CCC(CC1)C2)C)S(=O)(=O)[O-].C2(=CC=CC=C2)[S+](C2=CC=CC=C2)C2=CC=CC=C2